Methyl-3-[(4-hydroxy-2-butyn-1-yl)oxy]propanoate COC(CCOCC#CCO)=O